C=1N=CN2C1C1=CC=CC=C1[C@@H]2[C@H]2[C@H](C1(C2)CCN(CC1)S(=O)(=O)C)O (1R,2S)-2-[(5S)-5H-Imidazo[4,3-a]isoindol-5-yl]-7-methansulfonyl-7-azaspiro[3.5]nonan-1-ol